CC(C)(C)C(/C=C/C1=CC2=C(C=C1)OCO2)O 4,4-dimethyl-1-[(3,4-methylenedioxy)phenyl]-1-penten-3-ol